C1(CCCC1)N1CC(OCC1)C1=C(C=C(C=C1)C1=CC=C(C=C1)F)C 4-cyclopentyl-2-(4'-fluoro-3-methyl-[1,1'-biphenyl]-4-yl)morpholine